NC=1N=NC(=CC1N1CC2CCC(C1)N2C=2C=C(C=C(C2)F)CN2CCN(CC2)C(=O)OCC2=CC=CC=C2)Cl benzyl 4-[[3-[3-(3-amino-6-chloro-pyridazin-4-yl)-3,8-diazabicyclo[3.2.1]octan-8-yl]-5-fluoro-phenyl]methyl]piperazine-1-carboxylate